1-(((3S)-1-((3-cyano-1-azetidinyl)sulfonyl)-3-piperidinyl)carbonyl)-N-(2-methylbenzyl)-D-prolinamide C(#N)C1CN(C1)S(=O)(=O)N1C[C@H](CCC1)C(=O)N1[C@H](CCC1)C(=O)NCC1=C(C=CC=C1)C